5-chloro-N-(2,3-difluorobenzyl)-2-methoxy-N-methylnicotinamide ClC=1C=NC(=C(C(=O)N(C)CC2=C(C(=CC=C2)F)F)C1)OC